CN1C(CC(CC1(C)C)N1N=C2C=CC(=CC2=C1)B1OC(C(O1)(C)C)(C)C)(C)C 2-(1,2,2,6,6-Pentamethyl-4-piperidyl)-5-(4,4,5,5-tetramethyl-1,3,2-dioxaborolan-2-yl)Indazole